(Z)-4-(4-((2-((2-(dimethylamino) ethyl) amino) ethyl) amino)-4-oxobut-2-enamido)-heptane-1,7-diyl dihexanoate C(CCCCC)(=O)OCCCC(CCCOC(CCCCC)=O)NC(\C=C/C(=O)NCCNCCN(C)C)=O